FC=1C=C(OCCCO)C=C(C1)F 3-(3,5-difluoro-phenoxy)-propan-1-ol